3-[(3R)-3-amino-1,1,4-trioxo-5-[[4-(trifluoromethoxy)phenyl]methyl]-2,3-dihydro-1λ6,5-benzothiazepin-7-yl]-N-tert-butyl-1,2,4-oxadiazole-5-carboxamide N[C@H]1CS(C2=C(N(C1=O)CC1=CC=C(C=C1)OC(F)(F)F)C=C(C=C2)C2=NOC(=N2)C(=O)NC(C)(C)C)(=O)=O